[N+](=O)([O-])C=1C(=NC=CC1)NCCCN(CCCCCCCC(=O)OCCC(CCCC)CCCC)CCCCCCCC(OCCC(CCCCC)CCCCC)=O 3-butylheptyl 8-((3-((3-nitropyridin-2-yl)amino)propyl)(8-oxo-8-((3-pentyloctyl)oxy)octyl)amino)octanoate